1-(4-(4-AMINO-7-CYCLOPROPYL-7H-PYRROLO[2,3-D]PYRIMIDIN-5-YL)CYCLOHEX-3-EN-1-YL)-3-(3-(TERT-BUTYL)ISOXAZOL-5-YL)UREA NC=1C2=C(N=CN1)N(C=C2C2=CCC(CC2)NC(=O)NC2=CC(=NO2)C(C)(C)C)C2CC2